N,N-dimethylmethanimidamide CN(C=N)C